C1(=CC=CC=C1)C=1C=CC=2N(C3=CC=C(C=C3C2C1)C1=CC=CC=C1)C1=CC=C(C=C1)C1=NC2=C3C(=C4C(=C2N=C1)C=CC=C4)C=CC=C3 2-[4-(3,6-diphenyl-9H-carbazole-9-yl)phenyl]dibenzo[f,h]quinoxalin